[Sn+4].[In+3] indium (Iii)-tin